(2R)-N-((S)-1-(((R)-2-amino-6,7-dihydro-5H-cyclopenta[b]pyridin-5-yl)amino)-1-oxopropan-2-yl)-4-fluoro-4-(4-fluorophenyl)piperidine-2-carboxamide NC1=CC=C2C(=N1)CC[C@H]2NC([C@H](C)NC(=O)[C@@H]2NCCC(C2)(C2=CC=C(C=C2)F)F)=O